CO[Si](C1=CC=C(C=C1)CC)(OC)OC 4-trimethoxysilyl-phenyl-ethane